OC1=C(C=CC(=C1)OCC)N1N=C2C(=N1)C=CC=C2 2-(2'-hydroxy-4'-ethoxy-phenyl)benzotriazole